2-(1H-benzo[d]imidazol-4-yl)hexahydropyrrolo[1,2-a]pyrazin-6(2H)-one N1C=NC2=C1C=CC=C2N2CC1N(CC2)C(CC1)=O